5-[3-[(1R)-2,2-difluoro-1-[4-(trifluoromethoxymethyl)-2-pyridyl]ethoxy]-1-methyl-pyrazolo[3,4-c]pyridazin-5-yl]-1H-pyrimidine-2,4-dione FC([C@H](OC1=NN(C2=NN=C(C=C21)C=2C(NC(NC2)=O)=O)C)C2=NC=CC(=C2)COC(F)(F)F)F